2-[[7-Acetamido-6-[4-[(E)-3-(4-chlorophenyl)-3-oxoprop-1-enyl]phenoxy]-2,2-dimethyl-4,4a,6,7,8,8a-hexahydropyrano[3,2-d][1,3]dioxin-8-yl]oxy]acetic acid C(C)(=O)NC1C(C2OC(OCC2OC1OC1=CC=C(C=C1)\C=C\C(=O)C1=CC=C(C=C1)Cl)(C)C)OCC(=O)O